C1(CC1)C=1C(C(=C(N(C1C)C)C)C(=O)NC1=CC=C(C=C1)OC1=CC=NC2=CC(=C(N=C12)OC)OC)=O 5-cyclopropyl-N-[4-[(6,7-dimethoxy-1,5-naphthyridin-4-yl)oxy]phenyl]-1,2,6-trimethyl-4-oxopyridine-3-carboxamide